C(C)(C)(C)OC(CC#N)=O Cyanoacetic acid tert-butyl ester